CP(=O)(C)C1=C(C=NC=C1F)NC1=C(C=C(C=C1)C#C)F 4-(Dimeth-ylphosphoryl)-N-(4-ethynyl-2-fluoro-phenyl)-5-fluoro-pyridin-3-amine